FC=1C=C(C=C(C1)F)C(C(=O)O)(C)C 2-(3,5-difluorophenyl)-2-methylpropanoic acid